COC(=O)C1=C(NC(=C1)C1=C2C(=NC=C1)N(C=C2)S(=O)(=O)C2=CC=CC=C2)C2=C(C=C(C=C2)OC(F)F)Cl Methyl-2-[2-chloro-4-(difluoromethoxy)phenyl]-5-[1-(phenylsulfonyl)-1H-pyrrolo[2,3-b]pyridin-4-yl]-1H-pyrrole-3-carboxylate